(3R*,4R*)-1-Cyclopentyl-4-{[1-(2,4-difluoro-phenyl)-1H-[1,2,3]triazole-4-carbonyl]-amino}-piperidine-3-carboxylic acid (1-pyridin-2-yl-cyclopropyl)-amide N1=C(C=CC=C1)C1(CC1)NC(=O)[C@@H]1CN(CC[C@H]1NC(=O)C=1N=NN(C1)C1=C(C=C(C=C1)F)F)C1CCCC1 |o1:12,17|